C(C)(C)(C)C1=C(C(=CC(=C1)C(C)(C)C)C(C)(C)C)N=O 2,4,6-tri-t-butyl-nitrosobenzene